ClC1=C(C2=CC(=C(N)C=C2)C(CC(=O)O)NC(=O)NC=2C(N(C=C(C2O)C)C)=O)C=CC(C1)(N)Cl 3-(2',4'-dichlorobenzidin-3-yl)-3-(3-(4-hydroxy-1,5-dimethyl-2-oxo-1,2-dihydropyridin-3-yl)ureido)propanoic acid